Octachlorotrisilan Cl[Si]([Si]([Si](Cl)(Cl)Cl)(Cl)Cl)(Cl)Cl